trans-4-(2-cyano-phenyl)-pyrrolidine-3-carboxylic acid C(#N)C1=C(C=CC=C1)[C@H]1[C@@H](CNC1)C(=O)O